N-[1-(1H-indol-2-yl)hexan-2-yl]-6-(2-methyl-2,7-diazaspiro[3.5]nonan-7-yl)-1-benzothiophene-2-carboxamide N1C(=CC2=CC=CC=C12)CC(CCCC)NC(=O)C=1SC2=C(C1)C=CC(=C2)N2CCC1(CN(C1)C)CC2